CC(C(C1OCCC(C1)C)SC1C(C(CC1)=O)CCCCC)C 3-((2-Methyl-1-(4-methyltetrahydro-2H-pyran-2-yl)propyl)thio)-2-pentylcyclopentan-1-one